BrC=1C(=C(C=NC1)CN[C@@H](CO)C)Cl (2R)-2-[(5-bromo-4-chloro-3-pyridyl)methylamino]propan-1-ol